FC1(C2=CC=CC=C2C=2C=C(C=CC12)C(=O)OC)F methyl 9,9-difluoro-9H-fluorene-3-carboxylate